(3R)-3-(2-(4,5-dimethyl-2-oxopyridin-1(2H)-yl)-4-methylpentanamido)-3-(5-(2,6-dimethylphenyl)pyridin-3-yl)propanoic acid CC1=CC(N(C=C1C)C(C(=O)N[C@H](CC(=O)O)C=1C=NC=C(C1)C1=C(C=CC=C1C)C)CC(C)C)=O